2-(2-((1r,3s)-3-(allyloxy)cyclobutyl)ethyl)-1,8-naphthyridine C(C=C)OC1CC(C1)CCC1=NC2=NC=CC=C2C=C1